4-((4-(2-(2-aminopyridin-3-yl)-5-phenyl-3H-imidazo[4,5-b]pyridin-3-yl)benzyl)carbamoyl)benzenesulfonic acid NC1=NC=CC=C1C1=NC=2C(=NC(=CC2)C2=CC=CC=C2)N1C1=CC=C(CNC(=O)C2=CC=C(C=C2)S(=O)(=O)O)C=C1